[Si](C1=CC=CC=C1)(C1=CC=CC=C1)(C(C)(C)C)OCC1(CC1)COC=1N=C(C2=C(N1)C(=C(N=C2)Cl)F)N2CCCCC2 2-((1-(((tert-butyldiphenylsilyl)oxy)methyl)cyclopropyl)methoxy)-7-chloro-8-fluoro-4-(piperidin-1-yl)pyrido[4,3-d]pyrimidine